C(C)(C)(C)OC(NCCC1CN(C(O1)=O)C1=NC2=C(OCC(N2)=O)N=C1)=O N-[2-[2-oxo-3-(3-oxo-4H-pyrazino[2,3-b][1,4]oxazin-6-yl)oxazolidin-5-yl]ethyl]carbamic acid tert-butyl ester